CCCCCCCCCCCCCCCCCCCCC(=O)OC[C@H](COP(=O)(O)OC[C@H](CO)O)OC(=O)CCCCCCCCCCCCCCCCCCC 1-heneicosanoyl-2-eicosanoyl-glycero-3-phospho-(1'-sn-glycerol)